(S)-2-(((benzyloxy)carbonyl)amino)-4-oxobutanoic acid methyl ester COC([C@H](CC=O)NC(=O)OCC1=CC=CC=C1)=O